CCCCCCC/C=C\CCCCCCCC(=O)O[C@H](COC(=O)CC/C=C\C/C=C\C/C=C\C/C=C\C/C=C\C/C=C\CC)COP(=O)(O)OC[C@@H](C(=O)O)N 1-(4Z,7Z,10Z,13Z,16Z,19Z-docosahexaenoyl)-2-(9Z-heptadecenoyl)-glycero-3-phosphoserine